4-benzyl-3-(2-(4-(pyrazolo[1,5-a]pyrimidin-7-yl)cyclohexyl)acetyl)oxazolidin-2-one C(C1=CC=CC=C1)C1N(C(OC1)=O)C(CC1CCC(CC1)C1=CC=NC=2N1N=CC2)=O